N2,N2,N6,N6-tetrakis(2-methoxyethyl)-8-(4-methoxypiperidin-1-yl)-N4-methyl-N4-(3-(trifluoromethoxy)benzyl)pyrimido[5,4-d]pyrimidine-2,4,6-triamine COCCN(C=1N=C(C2=C(N1)C(=NC(=N2)N(CCOC)CCOC)N2CCC(CC2)OC)N(CC2=CC(=CC=C2)OC(F)(F)F)C)CCOC